2-(Ethylhexyl)-4-(dimethylamino)benzoate C(C)C(CCCCC)C1=C(C(=O)[O-])C=CC(=C1)N(C)C